C(C=C)OC(C(=O)[O-])=C.[Zn+2].COC1=CC=C(C=C1)C1=NC=CC(=N1)C(=O)N.C(C=C)OC(C(=O)[O-])=C 2-(p-methoxyphenyl)pyrimidine-4-carboxamide zinc α-allyloxyacrylate